trans-rac-(1r,2s)-2-(trifluoromethyl)cyclopropanecarboxylic acid FC([C@@H]1[C@@H](C1)C(=O)O)(F)F |r|